[C@@H]1(CCC2=CC=CC=C12)O (S)-2,3-dihydro-1H-inden-1-ol